C(C)(C)(C)OC(NCC1=CC=C(C=C1)NC(CCNC(C(F)(F)F)=O)=O)=O tert-butyl-(4-(3-(2,2,2-tri-fluoro-acetamido)-propanamido)-benzyl)-carbamate